COC1=CC=C(C2=CC=CC(=C12)OC)C1=NC(=NC(=N1)C(Cl)(Cl)Cl)C(Cl)(Cl)Cl 2-(4,5-dimethoxy-naphthalen-1-yl)-4,6-bis-trichloromethyl-s-triazine